hydroxy-4-(p-tolylamino)anthracene-9,10-dione OC1=CC=C(C=2C(C3=CC=CC=C3C(C12)=O)=O)NC1=CC=C(C=C1)C